4-amino-2-methoxy-benzoyl-hydrazine NC1=CC(=C(C(=O)NN)C=C1)OC